7-[(2R)-1,4-dioxan-2-ylmethyl]-2-(pyrimidin-4-yl)-1h,5h,6h,7h-pyrrolo[3,2-c]Pyridin-4-one O1[C@@H](COCC1)CC1C2=C(C(NC1)=O)C=C(N2)C2=NC=NC=C2